C1(=CC=C(C=C1)C(C=1C(=C(SC1C)C)C(=O)O)OC)C1=CC=CC=C1 4-([1,1'-biphenyl]-4-yl-(methoxy)methyl)-2,5-dimethylthiophene-3-carboxylic acid